C(C)(C)(C)N(C(O)=O)[C@H](CONC(=O)[C@H]1N2C(N([C@H](CC1)C2)OCC2=CC=CC=C2)=O)C.O2C(OCC2)C=2C=CC(=NC2)[Sn](CCCC)(CCCC)CCCC 5-(1,3-Dioxolan-2-yl)-2-(tributylstannyl)pyridine tert-Butyl-{(2S)-1-[({[(2S,5R)-6-benzyloxy-7-oxo-1,6-diazabicyclo[3.2.1]oct-2-yl]carbonyl}amino)oxy]propan-2-yl}carbamate